2,6-diazaspiro[3.3]heptane-2-carboxylic acid Tert-butyl ester C(C)(C)(C)OC(=O)N1CC2(C1)CNC2